[K+].P(=O)([O-])([O-])OCCCCCC(C)C.[K+] isooctanol phosphate potassium salt